ClC=1C=CC(=NC1)[C@@H]1[C@H](C1)B1OC(C(O1)(C)C)(C)C 5-chloro-2-((1S,2S)-2-(4,4,5,5-tetramethyl-1,3,2-dioxaborolan-2-yl)cyclopropyl)pyridine